[B].[Fe].[Cu].[Al] aluminum copper iron boron